ClC1=CC(=C(COC2=CC=CC(=N2)C2CCN(CC2)CC2=NC3=C(N2CF)C=C(C=C3OC(F)F)C(=O)O)C=C1)F 2-((4-(6-((4-Chloro-2-fluorobenzyl)oxy)pyridin-2-yl)piperidin-1-yl)methyl)-4-(difluoromethoxy)-1-(fluoromethyl)-1H-benzo[d]imidazole-6-carboxylic acid